N(=[N+]=[N-])C1(CN(CCC1)C(=O)OCC1=CC=CC=C1)C=1C=NN(C1)C benzyl 3-azido-3-(1-methyl-1H-pyrazol-4-yl)piperidine-1-carboxylate